(6R)-6-[ethyl-(methyl)amino]-5,6,7,8-tetrahydro-1-naphthol C(C)N([C@H]1CC=2C=CC=C(C2CC1)O)C